2-((tert-butyldimethylsilyl)oxy)-2-(6-fluoroisoquinolin-8-yl)ethan-1-amine [Si](C)(C)(C(C)(C)C)OC(CN)C=1C=C(C=C2C=CN=CC12)F